(2-aminobenzo[d]thiazol-6-yl)-3-(3-bromo-4-fluorophenyl)-1-[2-(2-oxopyrrolidin-1-yl)ethyl]urea NC=1SC2=C(N1)C=CC(=C2)N(C(=O)NC2=CC(=C(C=C2)F)Br)CCN2C(CCC2)=O